5-chloro-1-(3,5-difluorobenzyl)-4-formyl-1H-pyrazole-3-carboxylic acid ethyl ester C(C)OC(=O)C1=NN(C(=C1C=O)Cl)CC1=CC(=CC(=C1)F)F